C(C)OC(=O)C1=CC(CCC1)OC(C)=O 3-acetoxy-1-cyclohexene-1-carboxylic acid ethyl ester